C1(CC1)CC1(CCC2(OCCO2)CC1)C#N 8-(cyclopropylmethyl)-1,4-dioxaspiro[4.5]decane-8-carbonitrile